ClC=1C(=NC(=NC1)NC=1C=NN(C1)C1CCN(CC1)C(=O)OCC1=CC=CC=C1)N1[C@@H](CC(CC1)C)NC(=O)C1C(C1)(F)F Benzyl (S)-4-(4-((5-chloro-4-(2-(2,2-difluorocyclopropane-1-carboxamido)-4-methylpiperidin-1-yl)pyrimidin-2-yl)amino)-1H-pyrazol-1-yl)piperidine-1-carboxylate